C(C)(C)(C)OC(=O)NC1CCC(CC1)NC(=O)OC1=CC=C(C=C1)C1CC2(OOC3(C4CC5CC(CC3C5)C4)O2)CCC1 3-{p-[4-(tert-Butoxycarbonylamino)cyclohexylaminocarbonyloxy]phenyl}dispiro[cyclohexane-1,3'-[1,2,4]trioxolane-5',2''-tricyclo[3.3.1.13,7]decane]